(S)-5-(1-(7,8-dichloro-4-(1H-imidazol-1-yl)quinolin-2-yl)pyrrolidin-2-yl)-1,2,4-oxadiazol-3(2H)-one ClC1=CC=C2C(=CC(=NC2=C1Cl)N1[C@@H](CCC1)C1=NC(NO1)=O)N1C=NC=C1